BrC=1C=CC=C2C=C(CC12)CCCC 7-Bromo-2-butyl-1H-indene